[C@@H]1(CCCC2=CC=CC=C12)O (S)-1,2,3,4-tetrahydro-1-naphthol